2,4-dichloro-6-[3-oxabicyclo[3.1.0]hexan-1-yl]pyridine ClC1=NC(=CC(=C1)Cl)C12COCC2C1